7-[(3S)-3-methylpiperazin-1-yl]-2-(2-methylpyrazolo[1,5-a]pyridin-5-yl)-4H-pyrido[1,2-a]pyrimidin-4-one hydrochloride Cl.C[C@H]1CN(CCN1)C=1C=CC=2N(C(C=C(N2)C2=CC=3N(C=C2)N=C(C3)C)=O)C1